COC1=CC=C(C(=O)C=2C=CC3=C(S(C4=C3C=CC=C4)=O)C2)C=C1 3-(4-methoxybenzoyl)dibenzothiophene-5-oxide